1-(2-methylpyridin-4-yl)-1H-imidazol-4-amine CC1=NC=CC(=C1)N1C=NC(=C1)N